N-(4-chlorobenzyl)p-toluenesulfonamide ClC1=CC=C(CNS(=O)(=O)C2=CC=C(C)C=C2)C=C1